N-(4-iodophenyl)pivalamide 3-(4-hydroxy-3-iodophenyl)propionate OC1=C(C=C(C=C1)CCC(=O)O)I.IC1=CC=C(C=C1)NC(C(C)(C)C)=O